2-{4-[(2-{3-[(4-methanesulfonylphenyl)amino]prop-1-yn-1-yl}-1-(2,2,2-trifluoroethyl)-1H-indol-4-yl)amino]piperidin-1-yl}ethan-1-ol CS(=O)(=O)C1=CC=C(C=C1)NCC#CC=1N(C2=CC=CC(=C2C1)NC1CCN(CC1)CCO)CC(F)(F)F